C1(=CC=CC=C1)S(=O)(=O)O.O=C1N(CC2=CC(=CC=C12)N1CCNCC1)[C@@H]1C(NC(CC1)=O)=O (S)-3-(1-oxo-5-(piperazin-1-yl)isoindolin-2-yl)piperidine-2,6-dione benzenesulfonate salt